2-(3,4-dimethoxyphenyl)-7-[(3S)-3-(dimethylamino)pyrrolidin-1-yl]-4H-pyrido[1,2-a]pyrimidin-4-one COC=1C=C(C=CC1OC)C=1N=C2N(C(C1)=O)C=C(C=C2)N2C[C@H](CC2)N(C)C